C(#N)C1=CC=C(COC2=CC=CC(=N2)C2CCN(CC2)CC2=NC3=C(N2C[C@H]2OCC2)C=CC=C3)C=C1 2-[(4-{6-[(4-Cyanobenzyl)oxy]pyridin-2-yl}piperidin-1-yl)methyl]-1-[(2S)-oxetan-2-ylmethyl]-1H-benzimidazol